N-(1,1-Dimethylprop-2-ynyl)-4-[[2-[3-(trifluoromethyl)phenyl]acetyl]amino]pyridin CC(C#C)(C)N1CC=C(C=C1)NC(CC1=CC(=CC=C1)C(F)(F)F)=O